3-((1H-pyrrolo[2,3-b]pyridin-5-yl)oxy)-N-((3-nitro-4-(((tetrahydro-2H-pyran-4-yl)methyl)amino)phenyl)sulfonyl)-4'-oxo-2',3',4',5'-tetrahydro-[1,1'-biphenyl]-4-carboxamide N1C=CC=2C1=NC=C(C2)OC=2C=C(C=CC2C(=O)NS(=O)(=O)C2=CC(=C(C=C2)NCC2CCOCC2)[N+](=O)[O-])C=2CCC(CC2)=O